C(C)(C)(C)C1=CC(=NO1)NC(=O)NC1=CC=C(C=C1)C(=O)C1=CN=C2N1C=CC(=C2)CF 1-(5-(tert-butyl)isoxazol-3-yl)-3-(4-(7-fluoromethylimidazo[1,2-a]pyridine-3-carbonyl)phenyl)urea